(2S,4R)-N-((R)-1-(4-carbamimidoylthiophen-2-yl)ethyl)-1-((4-(4-chlorophenoxy)benzoyl)glycyl)-4-(difluoromethoxy)pyrrolidine-2-carboxamide C(N)(=N)C=1C=C(SC1)[C@@H](C)NC(=O)[C@H]1N(C[C@@H](C1)OC(F)F)C(CNC(C1=CC=C(C=C1)OC1=CC=C(C=C1)Cl)=O)=O